tert-Butyl (1S,4S,5S)-5-(4-(3-((2-(dimethylamino)-2-oxoethoxy)carbonyl)-6-(4-(trifluoromethyl)phenyl)naphthalen-1-yl)phenyl)-2-azabicyclo[2.2.1]heptane-2-carboxylate CN(C(COC(=O)C=1C=C(C2=CC=C(C=C2C1)C1=CC=C(C=C1)C(F)(F)F)C1=CC=C(C=C1)[C@@H]1[C@H]2CN([C@@H](C1)C2)C(=O)OC(C)(C)C)=O)C